N-((3S,4S)-4-(3-chloro-5-fluorophenyl)-1-(imidazo[1,5-a]pyridine-8-carbonyl)piperidin-3-yl)-1H-imidazole-2-carboxamide ClC=1C=C(C=C(C1)F)[C@H]1[C@@H](CN(CC1)C(=O)C=1C=2N(C=CC1)C=NC2)NC(=O)C=2NC=CN2